2-(2,3-dihydrobenzofuran-5-yl)quinazolin-7-amine O1CCC2=C1C=CC(=C2)C2=NC1=CC(=CC=C1C=N2)N